N-(4-(7-chloro-5-((5-morpholino-5-oxopentyl)amino)-2,3,4,5-tetrahydro-1H-benzo[b]azepine-1-carbonyl)-3-methylphenyl)-2-methylbenzamide ClC1=CC2=C(N(CCCC2NCCCCC(=O)N2CCOCC2)C(=O)C2=C(C=C(C=C2)NC(C2=C(C=CC=C2)C)=O)C)C=C1